P(=O)(O)(O)O.N[C@@H](CC1=CNC=N1)C(=O)O Histidine Phosphate